2-(m-tolylthio)-1-(4-(5-(trifluoromethyl)-1,2,4-oxadiazol-3-yl)phenyl)ethan-1-one C1(=CC(=CC=C1)SCC(=O)C1=CC=C(C=C1)C1=NOC(=N1)C(F)(F)F)C